OCCSC1=C2C=CC=NC2=C2N=CC=CC2=C1 5-(2-hydroxyethyl-sulfanyl)-1,10-phenanthroline